2,2,2-trifluoroethyl 2-((2R,5S)-5-methyl-2-(2-(tetrahydro-2H-pyran-4-yl)benzo[d]thiazol-5-yl)piperidin-1-yl)-2-oxoacetate C[C@H]1CC[C@@H](N(C1)C(C(=O)OCC(F)(F)F)=O)C=1C=CC2=C(N=C(S2)C2CCOCC2)C1